(1-(2,2-difluoroethyl)-1H-pyrazol-5-yl)methanol FC(CN1N=CC=C1CO)F